tert-butyl 2-(4-(((3R,4R)-1-(2-cyanoacetyl)-4-methylpiperidin-3-yl) (methyl) amino)-7H-pyrrolo[2,3-d]pyrimidine-7-carbonyl)-1-methylhydrazine-1-carboxylate C(#N)CC(=O)N1C[C@@H]([C@@H](CC1)C)N(C=1C2=C(N=CN1)N(C=C2)C(=O)NN(C(=O)OC(C)(C)C)C)C